6-methyl-5-(1-(thiazol-2-ylmethoxy)ethyl)indolizine-7-carboxylic acid CC1=C(N2C=CC=C2C=C1C(=O)O)C(C)OCC=1SC=CN1